Benzyl [(1R,3S,5S)-3-amino-5-methoxycyclohexyl]carbamate N[C@H]1C[C@H](C[C@H](C1)OC)NC(OCC1=CC=CC=C1)=O